Gallic acid hexyl ester C(CCCCC)OC(C1=CC(O)=C(O)C(O)=C1)=O